C(C)O[C@@H]1CN(CC[C@H]1OC1=CC(=CC=C1)C(F)(F)F)C=1C=2C(N(C(C1)=O)C)=CN(N2)C2OCCCC2 7-((3r,4r)-3-ethoxy-4-(3-(trifluoromethyl)phenoxy)piperidin-1-yl)-4-methyl-2-(tetrahydro-2H-pyran-2-yl)-2,4-dihydro-5H-pyrazolo[4,3-b]pyridin-5-one